2-(4-Fluoro-3,5-dimethylphenyl)-3-(2-oxo-2,3-dihydro-1H-imidazol-1-yl)-2,4,6,7-tetrahydro-5H-pyrazolo[4,3-c]pyridine-5-carboxylic acid tert-butyl ester C(C)(C)(C)OC(=O)N1CC=2C(CC1)=NN(C2N2C(NC=C2)=O)C2=CC(=C(C(=C2)C)F)C